N1(CCS(CC1)=O)C(=O)OCCCC butyl thiomorpholine-4-carboxylate 1-oxide